C(#N)C=1C=C(C=CC1)C=1N=C(SC1C1=CC(=NC(=C1)C)C)NC(=O)N1C[C@H](NCC1)C (3R)-N-[4-(3-cyanophenyl)-5-(2,6-dimethyl-4-pyridinyl)thiazol-2-yl]-3-methyl-piperazine-1-carboxamide